tri(hexyloxy)silane C(CCCCC)O[SiH](OCCCCCC)OCCCCCC